ClC1=CC=C2C(=NC=3N(C2=C1)C=NN3)N(C=3C=C(C=CC3)C3=CC=C(C=C3)N3S(CCC3)(=O)=O)C (3'-((8-chloro-[1,2,4]triazolo[4,3-a]quinazolin-5-yl)(methyl)amino)-[1,1'-biphenyl]-4-yl)isothiazolidine 1,1-dioxide